FC(C1=NN=C(S1)C1=CN=CC(=N1)N1CC2(CN(C2)C(=O)OC(C)(C)C)CC1)(F)F tert-butyl 6-(6-(5-(trifluoromethyl)-1,3,4-thiadiazol-2-yl)pyrazin-2-yl)-2,6-diazaspiro[3.4]octane-2-carboxylate